C1OCCCN2C1=C(C=1C=CC=CC21)C(=O)NC2CC1COCC(C2)N1C(=O)OC(C)(C)C tert-butyl 7-(4,5-dihydro-1H,3H-[1,4]oxazepino[4,3-a]indole-11-carboxamido)-3-oxa-9-azabicyclo[3.3.1]nonane-9-carboxylate